(E)-tert-butyl 4-(2-methoxy-2-oxoethylidene)-2-(trifluoromethyl)piperidine-1-carboxylate COC(\C=C/1\CC(N(CC1)C(=O)OC(C)(C)C)C(F)(F)F)=O